4-[5-(aminomethyl)pyridin-2-yl]-3-[(5-tert-butyl-2-methylpyrazol-3-yl)-hydroxymethyl]benzonitrile NCC=1C=CC(=NC1)C1=C(C=C(C#N)C=C1)C(O)C=1N(N=C(C1)C(C)(C)C)C